tert-Butyl-{1-[trans-4-(pyridin-2-yloxy)cyclohexyl]-5,6-dihydro-4H-[1,2,4]triazolo[4,3-a][1]benzazepin-5-yl}carbamat C(C)(C)(C)OC(NC1CC=2N(C3=C(C1)C=CC=C3)C(=NN2)[C@@H]2CC[C@H](CC2)OC2=NC=CC=C2)=O